4-hydroxy-5-methoxy-2-(4-(trifluoromethoxy)benzyl)isophthalonitrile OC1=C(C(=C(C#N)C=C1OC)CC1=CC=C(C=C1)OC(F)(F)F)C#N